CC1=CC=C(CSC=2OC=3C(=NC=CC3)N2)C=C1 2-(4-methylbenzylthio)oxazolo[4,5-b]pyridine